O([Si](C1=CC=CC=C1)(C1=CC=CC=C1)C(C)(C)C)CCON1C(C2=C(C=NC=C2CC1)NC1=C(C=C(C=C1)I)F)=O (2-(tert-Butyldiphenylsiloxy)ethoxy)-8-(2-fluoro-4-iodoanilino)-3,4-dihydro-2,6-naphthyridin-1(2H)-one